3-(4-methyl-3-nitro-pyrazol-1-yl)propanenitrile CC=1C(=NN(C1)CCC#N)[N+](=O)[O-]